C(CCCCCCCCCCCCC)(=O)OCC(O)CO mono-glyceryl monomyristate